ClC=1N=NC(=CC1C(C)C)OC1=C(C=C(C=C1Cl)C=1C=NC(=C(C1)OC)OC)Cl 3-chloro-6-(2,6-dichloro-4-(5,6-dimethoxypyridin-3-yl)phenoxy)-4-isopropylpyridazine